N-[(3-nitrophenyl)methyl]-1-phenyl-methanamine [N+](=O)([O-])C=1C=C(C=CC1)CNCC1=CC=CC=C1